cyclohexanediol diacrylate C=CC(=O)OC1(CCCCC1)OC(=O)C=C